2-((3,4,5-Tri-((Z)-octadec-9-enyloxy)benzoyl)oxy)acetic acid C(CCCCCCC\C=C/CCCCCCCC)OC=1C=C(C(=O)OCC(=O)O)C=C(C1OCCCCCCCC\C=C/CCCCCCCC)OCCCCCCCC\C=C/CCCCCCCC